N[C@@H](C(=O)NC1=NC(=C(C=C1)C1=C2C(=NC=C1)NC(=C2)C(F)(F)F)OC)CC(C)(C)C (2R)-2-Amino-N-[6-methoxy-5-[2-(trifluoromethyl)-1H-pyrrolo[2,3-b]pyridin-4-yl]-2-pyridyl]-4,4-dimethyl-pentanamide